2-{1-[2-(1H-1,3-Benzodiazol-2-yl)ethyl]acridin-3-yl}-N-(pyridazin-3-ylmethyl)-1,3-oxazole-4-carboxamide N1C(=NC2=C1C=CC=C2)CCC2=CC(=CC1=NC3=CC=CC=C3C=C21)C=2OC=C(N2)C(=O)NCC=2N=NC=CC2